C1=CC=C2C=3C(CC4N(C13)CCN(C4)CCCCOC4=CC=C1C=CC(NC1=C4)=O)=CN2 7-(4-(4,6,6a,7,9,10-hexahydro-8H-pyrazino[1,2-a]pyrrolo[4,3,2-de]quinolin-8-yl)butoxy)quinolin-2(1H)-one